(S)-3-(((R)-1-(2,5-dimethylphenyl)ethyl)amino)-4-oxo-4,6,7,8-tetrahydropyrrolo[1,2-a]pyrazine-6-carboxylic acid CC1=C(C=C(C=C1)C)[C@@H](C)NC1=NC=C2N(C1=O)[C@@H](CC2)C(=O)O